OCCC(C1=CC(=CC=C1)OC)N1C=NC2=CC=C(C=C2C1=O)C=1C=NNC1 3-(3-Hydroxy-1-(3-methoxyphenyl)propyl)-6-(1H-pyrazol-4-yl)quinazolin-4(3H)-one